tert-butyl 3-(3-fluoro-4-(4,4,5,5-tetramethyl-1,3,2-dioxaborolan-2-yl)phenyl)pyrrolidine-1-carboxylate FC=1C=C(C=CC1B1OC(C(O1)(C)C)(C)C)C1CN(CC1)C(=O)OC(C)(C)C